F[C@H]1[C@H](CN(C2=C(S1(=O)=O)C=C(C(=C2)C(F)(F)F)O)C2=CC=C(C=C2)F)CCC(F)(F)F |r| rac-(2R,3S)-2-fluoro-5-(4-fluorophenyl)-8-hydroxy-7-(trifluoromethyl)-3-(3,3,3-trifluoropropyl)-2,3,4,5-tetrahydrobenzo[b][1,4]thiazepine 1,1-dioxide